C(CCC)[C@]1(CS(C2=C([C@@H](N1)C1=CC=CC=C1)C=CC(=C2)S(=O)(=O)O)(=O)=O)CC |r| (±)-Trans-3-butyl-3-ethyl-2,3,4,5-tetrahydro-5-phenyl-1,4-benzothiazepin-8-sulfonic acid 1,1-dioxide